4-Cyano-1-(2-(4-methoxyphenyl)-2-oxoethyl)pyridin-1-ium bromide [Br-].C(#N)C1=CC=[N+](C=C1)CC(=O)C1=CC=C(C=C1)OC